C1=CC=CC=2C3=CC=CC=C3C(C12)COC(CCC(=O)O)=O 4-((9H-fluoren-9-yl)methoxy)-4-oxobutanoic acid